5-(2-(3,3-difluorobutyl)oxazol-5-yl)-6-(2-methyl-[1,2,4]triazolo[1,5-a]pyridin-7-yl)picolinonitrile FC(CCC=1OC(=CN1)C=1C=CC(=NC1C1=CC=2N(C=C1)N=C(N2)C)C#N)(C)F